tert-butyl-4-(4-bromophenyl)-3-methylpiperazine-1-carboxylate C(C)(C)(C)OC(=O)N1CC(N(CC1)C1=CC=C(C=C1)Br)C